2-methyl-2,4-dihydrochromeno[4,3-c]pyrazol-6-amine CN1N=C2C(=C1)COC1=C(C=CC=C12)N